(Z)-3-HEXENOL C(C\C=C/CC)O